C1(CC1)C1=CC(=NN1)NC1=NC(=NC=C1C)N1C2CC(C1)(C2)CO [2-[4-[(5-Cyclopropyl-1H-pyrazol-3-yl)amino]-5-methyl-pyrimidin-2-yl]-2-azabicyclo[2.1.1]hexan-4-yl]methanol